3-(5-(1H-pyrazol-4-yl)pyridin-2-yl)-8-(2-hydroxy-2-methylpropanoyl)-1-(3-methoxybenzyl)-1,3,8-triazaspiro[4.5]decan-2-one N1N=CC(=C1)C=1C=CC(=NC1)N1C(N(C2(C1)CCN(CC2)C(C(C)(C)O)=O)CC2=CC(=CC=C2)OC)=O